4-((2-methoxyethyl)(methyl)amino)but-2-en-1-one COCCN(CC=CC=O)C